tert-butyl 4-[4-[carbamoyl-(3-ethoxy-3-oxo-propyl)amino]phenyl]piperazine-1-carboxylate C(N)(=O)N(C1=CC=C(C=C1)N1CCN(CC1)C(=O)OC(C)(C)C)CCC(=O)OCC